CN(\C=C(/C(C)=O)\C=1C=CC=2N(C1)C=CN2)C (3Z)-4-(dimethylamino)-3-(imidazo[1,2-a]pyridine-6-yl)-3-butene-2-one